benzyl ((2SR,3SR,4RS)-7-bromo-2-cyclopentyl-3-methyl-1,2,3,4-tetrahydro-1,5-naphthyridin-4-yl)carbamate BrC1=CN=C2[C@@H]([C@H]([C@@H](NC2=C1)C1CCCC1)C)NC(OCC1=CC=CC=C1)=O |r|